(S)-ethyl (2-((1-(5-(4-isopropylphenyl)-1,3,4-oxadiazol-2-yl)ethyl)carbamoyl)-4-methoxypyridin-3-yl) carbonate C(OCC)(OC=1C(=NC=CC1OC)C(N[C@@H](C)C=1OC(=NN1)C1=CC=C(C=C1)C(C)C)=O)=O